NC1=CC(=C(C=C1)C(=O)N1CCN(CC1)CCC)Br (4-amino-2-bromophenyl)-(4-propylpiperazin-1-yl)methanone